(3S)-1-[(2R)-2-[4-(4-methyl-3-thienyl)-2-oxo-chromen-7-yl]oxypropionyl]piperidine-3-carboxylic acid CC=1C(=CSC1)C1=CC(OC2=CC(=CC=C12)O[C@@H](C(=O)N1C[C@H](CCC1)C(=O)O)C)=O